2-[1-[2-(6-isopropoxy-3-pyridinyl)-6-methyl-4-oxo-chromen-8-yl]ethylamino]benzoic acid C(C)(C)OC1=CC=C(C=N1)C=1OC2=C(C=C(C=C2C(C1)=O)C)C(C)NC1=C(C(=O)O)C=CC=C1